ammonium (+)-bitartrate [O-]C(=O)C(O)C(O)C(=O)O.[NH4+]